C[Si](C)(C)CCOCN trimethylsilylethoxymethylamine